(S)-2-{2-[(S)-1-(4-fluorophenyl)ethylamino]-6-(pyrazin-2-ylamino)pyrimidin-4-ylamino}-3-phenylpropane FC1=CC=C(C=C1)[C@H](C)NC1=NC(=CC(=N1)N[C@@H](C)CC1=CC=CC=C1)NC1=NC=CN=C1